7-bromo-3-chloro-5-{[2-(trimethylsilyl)ethoxy]methyl}-5H-pyrrolo[2,3-b]pyrazine BrC1=CN(C2=NC(=CN=C21)Cl)COCC[Si](C)(C)C